5-chloro-3'-methoxy-[2,4'-bipyridine] ClC=1C=CC(=NC1)C1=C(C=NC=C1)OC